ClC=1C=C2N=C(C=3N(C2=CC1C(=O)N([C@@H]1COCC2=CC(=CC=C12)C(F)(F)F)C)C=NC3)NCC3=C(C=C(C=C3)OC)OC (S)-7-chloro-4-((2,4-dimethoxybenzyl)amino)-N-methyl-N-(7-(trifluoromethyl)isochroman-4-yl)imidazo[1,5-a]quinoxaline-8-carboxamide